2-amino-3,8-dimethyl-quinoline methyl-3-(N-(5-cyano-2-(5-methylthiophen-2-yl)phenyl)sulfamoyl)-4-cyclopropylbenzoate COC(C1=CC(=C(C=C1)C1CC1)S(NC1=C(C=CC(=C1)C#N)C=1SC(=CC1)C)(=O)=O)=O.NC1=NC2=C(C=CC=C2C=C1C)C